BrC1=CC=C(C=C1)C=1C=NC2(N1)CCN(CC2)C 3-(4-bromophenyl)-8-methyl-1,4,8-triazaspiro[4.5]deca-1,3-diene